O1C=NC(=C1)C(=O)N 4-oxazolecarboxamide